butyl oleate (butyl oleate) C(CCC)C(C(=O)O)CCCCCC\C=C/CCCCCCCC.C(CCCCCCC\C=C/CCCCCCCC)(=O)OCCCC